C(CC=C)C1(OCCO1)C 2-(but-3-en-1-yl)-2-methyl-1,3-dioxolane